BrC1=CCN(CC1)NC(=O)OC(C)(C)C tert-butyl 4-bromo-5,6-dihydropyridin-1(2H)-carbamate